COCCOCCOCC1OC1 2-(2-(2-methoxyethoxy)ethoxy)methyloxirane